1-(2-chlorophenyl)-(R)-1-hydroxypropyl-(R)-2-cyclopropylcarbamate ClC1=C(C=CC=C1)[C@@H]1[C@@H](C1)N(C([O-])=O)C(CC)O